NC=1N2C(C=3N(C(N(C3N1)CCN1CCN(CC1)C1=CC=C(C(=O)NC)C=C1)=O)C)=NC(=N2)C=2OC=CC2 4-(4-(2-(5-amino-8-(furan-2-yl)-1-methyl-2-oxo-1H-[1,2,4]triazolo[5,1-i]purin-3(2H)-yl)ethyl)piperazin-1-yl)-N-methylbenzamide